C(#N)C1=C(C=CC=C1)C1=CC=C(C=C1)CBr cyano-4'-bromomethyl-biphenyl